FC=1C=C(C(=NC1)N1C=C(C=C1C)C(=O)OC)OCC1=CC(=CC(=C1)S(=O)(=O)C)F methyl 1-{5-fluoro-3-[(3-fluoro-5-methanesulfonylphenyl)methoxy]pyridin-2-yl}-5-methyl-1H-pyrrole-3-carboxylate